tert-butyl (1R,3s,5S)-3-((6-(2-(methoxymethoxy)-4-(1H-pyrazol-4-yl)phenyl)pyridazin-3-yl)(methyl)amino)-1,5-dimethyl-8-azabicyclo[3.2.1]octane-8-carboxylate COCOC1=C(C=CC(=C1)C=1C=NNC1)C1=CC=C(N=N1)N(C1C[C@]2(CC[C@@](C1)(N2C(=O)OC(C)(C)C)C)C)C